N[C@H](C(=O)NC=1C=C2C=C(N(C2=CC1)C(=O)OC(C)(C)C)C(=O)OC(C)(C)C)CC1=CC=CC=C1 di-tert-butyl (S)-5-(2-amino-3-phenylpropionamido)-1H-indole-1,2-dicarboxylate